(2-((3-amino-7-bromo-2-chloroquinolin-4-yl)amino)ethyl)carbamic acid tert-butyl ester C(C)(C)(C)OC(NCCNC1=C(C(=NC2=CC(=CC=C12)Br)Cl)N)=O